[2-(methacryloylamino)ethyl]trimethylammonium chloride [Cl-].C(C(=C)C)(=O)NCC[N+](C)(C)C